OC(C)(C)C=1N=C(SC1)S(=O)(N)=NC(NC1=C2CCCC2=CC2=C1OCC2)=O 4-(2-Hydroxypropan-2-yl)-N'-((3,5,6,7-tetrahydro-2H-indeno[5,6-b]furan-8-yl)carbamoyl)thiazole-2-sulfonimidamide